1-((1-methylpiperidin-4-yl)methyl)-1H-pyrazole-4-carbonitrile CN1CCC(CC1)CN1N=CC(=C1)C#N